FC=1C=C(C=C2NC(NC2)=NO)C=C(C1O)F 3,5-difluoro-4-hydroxybenzylideneimidazolidinone-2-oxime